COC=1C=C(C=C(C1)OC)C#CC=1C(=NC=CC1OC(C)C)N ((3,5-Dimethoxyphenyl)ethynyl)-4-isopropoxypyridin-2-amine